ClC1=C(C=CC=C1)N1N=NC(=C1)C1=CC=C(C=O)C=C1 4-(1-(2-chlorophenyl)-1H-1,2,3-triazol-4-yl)benzaldehyde